NC1=C2NC(N(C2=NC=N1)[C@@H]1O[C@@H]([C@H](C1)O[Si](C)(C)C(C)(C)C)CO[Si](C)(C)C(C)(C)C)=O 6-amino-9-((2R,4S,5R)-4-((tert-butyldimethylsilyl)oxy)-5-(((tert-butyldimethylsilyl)oxy)methyl)tetrahydrofuran-2-yl)-7,9-dihydro-8H-purin-8-one